1-(4-{[1,2,4]triazolo[4,3-b]pyridazin-6-yl}piperazin-1-yl)-2-(3,4,5-trifluorophenyl)ethan-1-one N=1N=CN2N=C(C=CC21)N2CCN(CC2)C(CC2=CC(=C(C(=C2)F)F)F)=O